2-(4-(2-fluoroethyl)piperazin-1-yl)pyrimidine-5-boronic acid FCCN1CCN(CC1)C1=NC=C(C=N1)B(O)O